Cl.N[C@]1(C[C@@H](CCC1)CCB(O)O)C(=O)O |r| rac-(1R,3R)-1-amino-3-(2-boronoethyl)-cyclohexane-1-carboxylic acid hydrochloride